FC=1C=C(C(=NC1)O)O 5-fluoropyridine-2,3-diol